N-((6S,7S)-6-((2-fluoro-[1,1'-biphenyl]-3-yl)methyl)-5-((S)-oxetan-2-carbonyl)-5-azaspiro[2.4]heptan-7-yl)methanesulfonamide iridium(III) [Ir+3].FC1=C(C=CC=C1C[C@@H]1N(CC2(CC2)[C@@H]1NS(=O)(=O)C)C(=O)[C@H]1OCC1)C1=CC=CC=C1